4-(1,1-dimethylprop-2-ynyl)morpholine CC(C#C)(C)N1CCOCC1